C1(=CC=CC=C1)S(=O)(=O)C1=CC=CC=C1.[K] potassium phenyl sulfone